C(CCCC)OC(C)COC(C)CO dipropylene glycol monopentyl ether